O=C1NC(CCC1N1C(C2=CC=C(C=C2C1)NC(=O)C=1NC=CN1)=O)=O N-(2-(2,6-dioxopiperidin-3-yl)-1-oxoisoindolin-5-yl)-1H-imidazole-2-carboxamide